C(C)(C)(C)[Si](OCC=1C=C(C=NC1C)C(O)C1=C(C2=C(N(N=N2)CC)C=C1)C)(C)C (5-(((Tert-butyldimethyl-silyl)oxy)methyl)-6-methylpyridin-3-yl)(1-ethyl-4-methyl-1H-benzo[d][1,2,3]triazol-5-yl)methanol